C(C1=CC=CC=C1)OC(=O)N1CC(CCC1)N1N=CC(=C1)NC1=NC=C(C(=N1)C1=CC=C(C(=O)O)C=C1)C 4-(2-((1-(1-((Benzyloxy)carbonyl)piperidin-3-yl)-1H-pyrazol-4-yl)amino)-5-methylpyrimidin-4-yl)benzoic Acid